C(#N)C1=CC(=C(OCC2=C(C=CC(=N2)[C@H]2CN(CC2)CC2=NC3=C(N2C[C@H]2OCC2)C=C(C=C3)C(=O)O)F)C=C1)F 2-{[(3R)-3-{6-[(4-cyano-2-fluorophenoxy)methyl]-5-fluoropyridin-2-yl}pyrrolidin-1-yl]methyl}-1-{[(2S)-oxetan-2-yl]methyl}-1H-1,3-benzodiazole-6-carboxylic acid